BrC1=CC(N(C=C1OC)C(C(=O)OC(C)(C)C)CCC)=O tert-Butyl 2-(4-bromo-5-methoxy-2-oxopyridin-1(2H)-yl)pentanoate